ClC1=C2C(=CNC2=C(C=C1)NS(=O)(=O)C=1C=NN(C1)C)C#N N-(4-chloro-3-cyano-1H-indol-7-yl)-1-methyl-pyrazole-4-sulfonamide